[Si](C1=CC=CC=C1)(C1=CC=CC=C1)(C(C)(C)C)OC1C(COC1)N1CCN(CC1)C=1C(=CC2=C(N=C(N=C2)NC=2C=NN(C2Cl)C2CC2)N1)Cl 7-(4-(4-((tert-butyldiphenylsilyl)oxy)tetrahydrofuran-3-yl)piperazin-1-yl)-6-chloro-N-(5-chloro-1-cyclopropyl-1H-pyrazol-4-yl)pyrido[2,3-d]pyrimidin-2-amine